S(=O)(=O)(OC[C@H]([C@H]([C@@H]([C@H](C(=O)NCCCCCCCCCCCCCCCCCCCC)O)O)O)O)[O-].[Na+] Sodium (2R,3R,4S,5R)-2,3,4,5-tetrahydroxy-6-(icosylamino)-6-oxohexyl sulfate